OC[C@@]1([C@H](C(O)OC1)O)O 3-C-(hydroxymethyl)-D-erythro-furanose